2,6-dinitrobenzyl-sulfonate [N+](=O)([O-])C1=C(CS(=O)(=O)[O-])C(=CC=C1)[N+](=O)[O-]